CC(=CCC[C@@]1(CC[C@@]2([C@H]3CC=C4[C@H]([C@@]3(CC[C@]2(C1)C)C)CC[C@@H](C4(C)C)O)C)C)C The molecule is a tetracyclic triterpenoid that is chrysene which has been fully hydrogenated except for a double bond between the 12 and 12a positions and which is substituted by methyl groups at positions 1, 1, 4b, 6a, 8 and 10a positions, and by a 4-methylpent-3-en-1-yl group at position 8 (the 2S,4aS,4bR,6aS,8R,10aR,10bS-diastereoisomer). It has been isolated from the root bark of the Panamanian tree Maytenus blepharodes. It has a role as a metabolite. It is a tetracyclic triterpenoid and a secondary alcohol.